C1(=CC=CC=C1)S(=O)(=O)N1CC(=CC1)C1=CC=C2C=C(C(=C(C2=C1)F)N1CC(NS1(=O)=O)=O)O 5-{7-[1-(benzenesulfonyl)-2,5-dihydro-1H-pyrrol-3-yl]-1-fluoro-3-hydroxynaphthalen-2-yl}-1λ6,2,5-thiadiazolidine-1,1,3-trione